8-amino-N-((2S,3R,4R,5R)-2,3,4,5,6-pentahydroxyhexyl)octanoyl-amide NC(CCCCCCC(=O)[NH-])C[C@@H]([C@H]([C@@H]([C@@H](CO)O)O)O)O